dl-1,3,5-trisFluorophenyl-zirconium dichloride [Cl-].[Cl-].FC1(CC(=CC(=C1)F)F)[Zr+2]